aluminum (III) benzene-1,3,5-tricarboxylate C1(=CC(=CC(=C1)C(=O)[O-])C(=O)[O-])C(=O)[O-].[Al+3]